GlycerylOleate C(C(O)CO)OC(CCCCCCC\C=C/CCCCCCCC)=O